ClC1=CC2=C(O[C@@H](CNS2(=O)=O)CC)C=C1 (4R)-8-Chloro-4-ethyl-3,4-dihydro-2H-5,1,2-benzoxathiazepine 1,1-dioxide